ClC=1C(N(N=C(C1NCC1CC1)\C=C\OCC)CC1=CC=C(C=C1)OC)=O (E)-4-chloro-5-((cyclopropylmethyl)amino)-6-(2-ethoxyvinyl)-2-(4-methoxybenzyl)pyridazin-3(2H)-one